C(C(=O)C)(=O)[O-].[Na+].N[C@@H](CCC(N)=O)C(=O)O L-Glutamine Sodium Pyruvate